3-(6-((1-(4-(Difluoromethyl)phenyl)-4-methyl-1H-1,2,3-triazol-5-yl)methoxy)pyridazine-3-yl)-N-ethyl-3-azabicyclo[3.1.1]heptane-1-carboxamide FC(C1=CC=C(C=C1)N1N=NC(=C1COC1=CC=C(N=N1)N1CC2(CC(C1)C2)C(=O)NCC)C)F